2-amino-3-phenylpropane-1-amide NC(C(=O)N)CC1=CC=CC=C1